CC1=NC=C(C(=C1)NC1=CC=CC(=N1)C(=O)NC=1C(=NN(C1)CCOCCOC)C1=NC=CC=C1)C 6-((2,5-Dimethylpyridin-4-yl)amino)-N-(1-(2-(2-methoxyethoxy)ethyl)-3-(pyridin-2-yl)-1H-pyrazol-4-yl)picolinamid